lead-copper sulfide [Cu]=S.[Pb]